dimethyl-bis-(p-trimethylsilylphenyl)methylene(2,7-di-t-butylfluorenyl)(cyclopentadienyl)hafnium C[Hf](C1C=CC=C1)(C1=C(C=CC=2C3=CC=C(C=C3CC12)C(C)(C)C)C(C)(C)C)(=C(C1=CC=C(C=C1)[Si](C)(C)C)C1=CC=C(C=C1)[Si](C)(C)C)C